CC=1C=C(C=C(C1OCCCN1CCCCC1)C)NC1=NC=C(C(=N1)N1OCCC1C1=CC=CC=C1)C#N 2-((3,5-dimethyl-4-(3-(piperidin-1-yl)propoxy)phenyl)amino)-4-(3-phenylisoxazolidine-2-yl)pyrimidine-5-carbonitrile